C(=O)C[C@@H](C)[C@H]1CC[C@@H]2[C@@]1(CC[C@@H]1[C@]3(CC[C@@H](CC3=CC[C@@H]21)OC(C)=O)C)C acetic acid-(1R,3aS,3bS,7S,9aR,9bS,11aR)-1-[(2R)-1-formylpropan-2-yl]-9a,11a-dimethyl-2,3,3a,3b,4,6,7,8,9,9a,9b,10,11,11a-tetradecahydro-1H-cyclopenta[1,2-i]phenanthrene-7-yl ester